4-((2-(2-isopropylphenyl)-8-oxo-7,8-dihydro-9H-purin-9-yl)methyl)-N-((1-methyl-1H-pyrazol-4-yl)methyl)benzamide C(C)(C)C1=C(C=CC=C1)C1=NC=C2NC(N(C2=N1)CC1=CC=C(C(=O)NCC=2C=NN(C2)C)C=C1)=O